2'-(7-chloro-6-fluoro-1-((1-hydroxycyclobutyl)methyl)-1H-benzo[d][1,2,3]triazol-5-yl)-3-fluoro-[1,1'-biphenyl]-4-carbonitrile ClC1=C(C(=CC2=C1N(N=N2)CC2(CCC2)O)C2=C(C=CC=C2)C2=CC(=C(C=C2)C#N)F)F